5-bromopyridin-3-yl 5-methylimidazo[1,2-a]pyridine-2-carboxylate CC1=CC=CC=2N1C=C(N2)C(=O)OC=2C=NC=C(C2)Br